C1(CC1)C1=C(C=C(C=N1)C1=CC(=C2C(=N1)N=C(N2)C2=CC=C(C=C2)N2CCC(CC2)C(=O)O)N(C)CC2(CCCC2)COCC)C(F)(F)F 1-(4-{5-[6-Cyclopropyl-5-(trifluoromethyl)pyridin-3-yl]-7-[{[1-(ethoxymethyl)cyclopentyl]methyl}(methyl)amino]-1H-imidazo[4,5-b]pyridin-2-yl}phenyl)piperidine-4-carboxylic acid